N-[(1S)-2-[[(1S)-1-cyano-2-(2-oxo-1-piperidyl)ethyl]amino]-1-(cyclopropylmethyl)-2-oxo-ethyl]-1H-indole-2-carboxamide C(#N)[C@H](CN1C(CCCC1)=O)NC([C@H](CC1CC1)NC(=O)C=1NC2=CC=CC=C2C1)=O